COC([C@@H](NC([C@@H](N)C)=O)CO)=O L-alanyl-L-serine methyl ester